C1(CCC1)CN(C(OC(C)(C)C)=O)[C@H]1CNCCC1 tert-butyl (R)-(cyclobutylmethyl)(piperidin-3-yl)carbamate